(R)-3-(2-(tert-butoxy)-2-oxoethyl)pyrrolidine-1-carboxylic acid tert-butyl ester C(C)(C)(C)OC(=O)N1C[C@H](CC1)CC(=O)OC(C)(C)C